(1R)-1-(3-methyl-1,2-oxazol-5-yl)-N-(1-methylcyclopropyl)-4-[(1-methylpyrazol-4-yl)methyl]-5-oxo-1H,2H-imidazo[1,2-a]quinazoline-7-sulfonamide CC1=NOC(=C1)[C@H]1CN=C2N1C1=CC=C(C=C1C(N2CC=2C=NN(C2)C)=O)S(=O)(=O)NC2(CC2)C